BrC1=CC=2N(C(N(C(C2S1)=O)C=1C2=C(C=NC1)N=C(N2C)C)=O)CCC#N 3-(6-bromo-3-(1,2-dimethyl-1H-imidazo[4,5-c]pyridin-7-yl)-2,4-dioxo-3,4-dihydrothieno[3,2-d]pyrimidin-1(2H)-yl)propionitrile